(2R)-2-methyl-N-[(1R)-1-[3-nitro-5-(trifluoromethyl)phenyl]ethyl]-6-(4-pyridyl)-2,3-dihydroimidazo[1,2-a]pyridine-8-carboxamide C[C@H]1N=C2N(C=C(C=C2C(=O)N[C@H](C)C2=CC(=CC(=C2)C(F)(F)F)[N+](=O)[O-])C2=CC=NC=C2)C1